C(C)(C)(C1=CC=CC=C1)C1=CC=C(C=C1)S(=O)(=O)OC1=C(C=CC=C1)NC(=O)NC1=CC=C(C=C1)OS(=O)(=O)C1=CC=C(C=C1)C(C)(C)C1=CC=CC=C1 N-[2-(p-cumyl-phenylsulfonyloxy)phenyl]-N'-[4-(p-cumyl-phenylsulfonyloxy)phenyl]urea